NC=1C=CC(=NC1)C(=O)OC(C)(C)C tert-Butyl 5-aminopicolinate